OCC1(C[C@@H](CN1)N1CCCC2=CC(=CC(=C12)C1=C2C(=NC=C1)C=C(S2)CN2C(CCC2=O)=O)Cl)CO (S)-1-((7-(1-(5,5-bis(hydroxymethyl)pyrrolidin-3-yl)-6-chloro-1,2,3,4-tetrahydroquinolin-8-yl)thieno[3,2-b]pyridin-2-yl)methyl)pyrrolidine-2,5-dione